BrC1=CC=C(C=C1)N1C(C2(CC1)N(C1=CC(=CC=C1C2)OC)C)=O (4-bromophenyl)-6-methoxy-1-methylspiro[indoline-2,3'-pyrrolidin]-2'-one